N1N=CC2=C(C=CC=C12)CN1N=CC2=C(C1=O)N(C1=C2SC(=N1)SCC1=CC=CC=C1)C 6-((1H-indazol-4-yl)methyl)-2-(benzylthio)-4-methyl-4,6-dihydro-5H-thiazolo[5',4':4,5]pyrrolo[2,3-d]pyridazin-5-one